BrCC(=O)C1=CC(=CC=C1)Cl 2-bromo-1-(3'-chlorophenyl)ethanone